ethyl-[2-(2-methoxyethoxy)ethyl]dimethyl-phosphonium C(C)[P+](C)(C)CCOCCOC